Cl.C1(CC1)CN1CC2=CC(=CC=C2C(C1)C)N(C1=CC=CC=C1)C 2-(cyclopropylmethyl)-N,4-dimethyl-N-phenyl-1,2,3,4-tetrahydroisoquinolin-7-amine hydrochloride